1-(2,4-bis(methoxymethoxy)phenyl)cyclobutan-1-amine COCOC1=C(C=CC(=C1)OCOC)C1(CCC1)N